NC=1C=2N(C=CN1)C(=NC2C2=C(C=C(C(=O)NC1=NC=CC(=C1)C(F)(F)F)C=C2)F)N2CCC1(CNC1)CC2 4-(8-amino-3-(2,7-diazaspiro[3.5]non-7-yl)imidazo[1,5-a]pyrazin-1-yl)-3-fluoro-N-(4-(trifluoromethyl)pyridin-2-yl)benzamide